BrC=1C=C2C3=C(N=C(N=C3C1F)OC[C@]13CCCN3C[C@@H](C1)F)N([C@@H]1[C@H](O2)CCC1)C (cis)-5-bromo-4-fluoro-2-(((2R,7aS)-2-fluorotetrahydro-1H-pyrrolizin-7a(5H)-yl)methoxy)-11-methyl-7a,8,9,10,10a,11-hexahydrocyclopenta[2,3][1,4]oxazepino[5,6,7-de]quinazoline